C(C=C)(=O)N1[C@H](CN(CC1)C=1C2=C(N=C(N1)OCC[C@H]1N(CCC1)C)OC1(CC2)CCCC2=CC=CC=C21)CC#N 2-((2S)-1-acryloyl-4-(2'-(2-((S)-1-methylpyrrolidin-2-yl)ethoxy)-3,4,5',6'-tetrahydro-2H-spiro[naphthalene-1,7'-pyrano[2,3-d]pyrimidin]-4'-yl)piperazin-2-yl)acetonitrile